O.O.O.C(#N)[Fe-4](C#N)(C#N)(C#N)(C#N)C#N hexacyanoiron(4-) trihydrate